1-Oxaspiro-[5.5]-undecan-2,4-dion O1C(CC(CC12CCCCC2)=O)=O